6-Chloro-N-methyl-4-((2-methyl-1-oxo-1,2-dihydroisoquinolin-8-yl)amino)pyridazine-3-carboxamide ClC1=CC(=C(N=N1)C(=O)NC)NC=1C=CC=C2C=CN(C(C12)=O)C